(S)-3-ethyl-2-(1-(4-methyl-1,4-diazepan-1-yl)butyl)pyrido[4,3-d]pyrimidin-4(3H)-one C(C)N1C(=NC2=C(C1=O)C=NC=C2)[C@H](CCC)N2CCN(CCC2)C